(3S,4R)-4-({6-chloro-3-methyl-1H-pyrazolo[3,4-d]pyrimidin-4-yl}oxy)-1-ethyl-3-fluoropiperidine ClC1=NC(=C2C(=N1)NN=C2C)O[C@H]2[C@H](CN(CC2)CC)F